rac-tert-butyl [(4-chloro-6,7-dihydro-5H-cyclopenta[b]pyridin-7-yl)methyl]carbamate ClC1=C2C(=NC=C1)[C@H](CC2)CNC(OC(C)(C)C)=O |r|